6-amino-7-(4-phenoxyphenyl)-9-(1-{[3-(piperazin-1-ylmethyl)cyclobutyl]methyl}piperidin-4-yl)purin-8-one NC1=C2N(C(N(C2=NC=N1)C1CCN(CC1)CC1CC(C1)CN1CCNCC1)=O)C1=CC=C(C=C1)OC1=CC=CC=C1